C(CCCCCCCCCCCC)C(C(=O)[O-])(S)CC1=CC(=C(C(=C1)C(C)(C)C)O)C(C)(C)C tridecyl-4-hydroxy-3,5-di-tert-butylbenzylthioglycolate